4-(2-((1R,4S)-4-amino-1-(3-(trifluoromethyl)-5,6,7,8-tetrahydro-1,6-naphthyridine-6-carbonyl)cyclopent-2-en-1-yl)ethyl)piperidine-1-carboxylic acid tert-butyl ester C(C)(C)(C)OC(=O)N1CCC(CC1)CC[C@@]1(C=C[C@H](C1)N)C(=O)N1CC=2C=C(C=NC2CC1)C(F)(F)F